NC1CCC(CC1)CNC1=CC(=C(C(=C1)C)C)C N-(((1r,4r)-4-aminocyclohexyl)methyl)-3,4,5-trimethylaniline